2-chloro-5-(2-chloro-5-fluoro-3-pyridinyl)-4-fluoro-benzaldehyde ClC1=C(C=O)C=C(C(=C1)F)C=1C(=NC=C(C1)F)Cl